C1(OC(CO1)C#C)=O Ethynylethylene Carbonate